C[Sn](C=1SC(=CC1)[Sn](C)(C)C)(C)C 2,5-bis(trimethylstannyl)thiophene